ClC1=C(C=C(C=C1)F)[C@H](C)NC1=CC(=C(C(=O)N[C@H](C)\C=C\S(=O)(=O)C)C=C1F)F 4-(((S)-1-(2-chloro-5-fluorophenyl)ethyl)amino)-2,5-difluoro-N-((R,E)-4-(methylsulfonyl)but-3-en-2-yl)benzamide